OCCC([NH2+]C)(CCO)CCO tris(2-hydroxyethyl)dimethylammonium